(naphthalen-1-yl)acetamide C1(=CC=CC2=CC=CC=C12)CC(=O)N